5-(1H-[1,2,3]triazolo[4,5-b]pyridin-5-yl)-N-(4-((benzyloxy)methyl)-3-fluorophenyl)-2-fluorobenzamide N1N=NC2=NC(=CC=C21)C=2C=CC(=C(C(=O)NC1=CC(=C(C=C1)COCC1=CC=CC=C1)F)C2)F